N-[[5-[[6-(5-chloro-1,3-benzoxazol-2-yl)spiro[3.3]heptane-2-yl]carbamoyl]-2-furyl]sulfonyl]tetrahydropyran-4-carboxamide ClC=1C=CC2=C(N=C(O2)C2CC3(CC(C3)NC(=O)C3=CC=C(O3)S(=O)(=O)NC(=O)C3CCOCC3)C2)C1